C1=CC=C(C=C1)CNOP(=O)(CC2=CC=CC=C2)O Benzylaminobenzylphosphonic acid